C(#N)C=1C=C(C=CC1F)NC(=O)C=1N(C(=C(C1C)C(C(=O)NC(C)(C)C=1N=CNC1)=O)C)C N-(3-cyano-4-fluoro-phenyl)-4-[2-[[1-(1H-imidazol-4-yl)-1-methyl-ethyl]amino]-2-oxo-acetyl]-1,3,5-trimethyl-pyrrole-2-carboxamide